4-{[1-(2-chloro-5-(3-(pyridazin-4-yl)-1H-7-azaindazol-5-yl)pyridin-3-yl)ethyl]amino}-5-fluoro-2(1H)pyrimidinone ClC1=NC=C(C=C1C(C)NC1=NC(NC=C1F)=O)C=1C=C2C(=NNC2=NC1)C1=CN=NC=C1